bis(2,4,6-tribromophenyl)malonamide BrC1=C(C(=CC(=C1)Br)Br)C(C(=O)N)(C(=O)N)C1=C(C=C(C=C1Br)Br)Br